(7-bromoquinazolin-4-yl)morpholine BrC1=CC=C2C(=NC=NC2=C1)N1CCOCC1